N-[(1R)-1-[3-(1,1-difluoro-2-hydroxy-ethyl)-2-fluoro-phenyl]ethyl]-1-[2-(difluoromethoxy)phenyl]-6-oxo-pyridazine-3-carboxamide FC(CO)(F)C=1C(=C(C=CC1)[C@@H](C)NC(=O)C1=NN(C(C=C1)=O)C1=C(C=CC=C1)OC(F)F)F